[N+](=O)([O-])C1=CC=C(COC(=O)C=2N3C([C@@H]([C@H]3[C@H](C2COC(=O)OCC(C)C)C)[C@@H](C)NC(CN2N=NN=C2)=O)=O)C=C1 (4S,5R,6R)-6-((R)-1-(2-(1H-tetrazol-1-yl)acetamido)ethyl)-3-((isobutoxycarbonyloxy)methyl)-4-methyl-7-oxo-1-azabicyclo[3.2.0]hept-2-ene-2-carboxylic acid 4-nitrobenzyl ester